N-(2-bromo-6-carbamoyl-4-chloro-phenyl)-2-cyclopropyl-5-[[5-(trifluoromethyl)tetrazol-2-yl]methyl]pyrazole-3-carboxamide BrC1=C(C(=CC(=C1)Cl)C(N)=O)NC(=O)C=1N(N=C(C1)CN1N=C(N=N1)C(F)(F)F)C1CC1